7-((4,4-difluorocyclohexyl) methoxy)-4-nitro-1H-benzo[d]imidazole-1-carboxylate FC1(CCC(CC1)COC1=CC=C(C2=C1N(C=N2)C(=O)[O-])[N+](=O)[O-])F